FC1CN(C1)CCC1=NNC(C=C1C(F)(F)F)=O 3-(2-(3-fluoroazetidin-1-yl)ethyl)-6-oxo-4-(trifluoromethyl)pyridazine